FC1([C@H]2[C@@H](NCC1)CN(C2)C2=NC=1CC[C@@H](CC1C=C2)NC(=O)C2=C(C=1C(=NC(=CC1)C)S2)N)F N-[(6S)-2-[(4aR,7aR)-4,4-difluoro-octahydro-1H-pyrrolo[3,4-b]pyridin-6-yl]-5,6,7,8-tetrahydroquinolin-6-yl]-3-amino-6-methylthieno[2,3-b]pyridine-2-carboxamide